C(C)(=O)N1\C(\C(C2=CC=CC=C12)=O)=C/C=1SC2=C(N1)C=CC(=C2)C(=O)N2CC(OC(C2)C)C (Z)-1-acetyl-2-((6-(2,6-dimethyl-morpholine-4-carbonyl)benzo[d]thiazol-2-yl)-methylene)indolin-3-one